The molecule is a furofuran that is (+)-sesamin in which both of the methylene acetals groups have been hydrolysed to afford the corresponding bis-catechol. Found as a product of (+)-sesamin in rat liver homogenate and also produced from sesamin by an enzyme (SesA) found in Sinomonas species. no. 22 growing on sesamin. It has a role as a plant metabolite. It is a catechol, a lignan and a furofuran. It derives from a (+)-sesamin monocatechol and a (+)-sesamin. C1[C@H]2[C@H](CO[C@@H]2C3=CC(=C(C=C3)O)O)[C@H](O1)C4=CC(=C(C=C4)O)O